(5R,11R)-6H,12H-5,11-methanodibenzo[b,f][1,5]diazocine-2,8-diamine C1=C(C=CC=2N3CC4=C(N(CC21)C3)C=CC(=C4)N)N